COC(=O)C1C2CC(CC1CC2)C2=NC(=C1N2C=CN=C1N)Br.FC=1C=C(C=CC1)C(=C)CC(=O)N (1-(3-fluorophenyl)vinyl)acetamide methyl-3-(8-amino-1-bromoimidazo[1,5-a]pyrazin-3-yl)bicyclo[3.2.1]octane-8-carboxylate